C(C)(C)(C)[Si](OC\C=C(\CC\C=C(\CCC=C(C)C)/C)/C)(C)C tert-butyldimethyl(((2E,6E)-3,7,11-trimethyldodeca-2,6,10-trien-1-yl)oxy)silane